BrC1=CC(=NC(=C1C(=O)O)Cl)C 4-Bromo-2-chloro-6-methylnicotinic acid